C(C)N1C(=NC=2N(C(N(C(C12)=O)CC#C)=O)CCCCP(O)(O)=O)CCC1=C(C=CC=C1)C (4-(7-Ethyl-8-(2-methylphenethyl)-2,6-dioxo-1-(prop-2-yn-1-yl)-1,2,6,7-tetrahydro-3H-purin-3-yl)butyl)phosphonic acid